tert-butyl 4-[4-[12-(2-hydroxyphenyl)-3-methyl-4,8,10,11-tetrazatricyclo[7.4.0.02,7]trideca-1(9),2(7),10,12-tetraen-4-yl]-1-piperidyl]piperidine-1-carboxylate OC1=C(C=CC=C1)C=1N=NC=2NC=3CCN(C(C3C2C1)C)C1CCN(CC1)C1CCN(CC1)C(=O)OC(C)(C)C